tert-Butyl-((7R)-2-(2-(1-(cyclopropylmethyl)-6-(3-methoxyazetidin-1-yl)-1H-pyrrolo[2,3-b]pyridin-2-yl)-3-methylbenzofuran-6-carbonyl)-2-azabicyclo[2.2.1]heptan-7-yl)carbamate C(C)(C)(C)OC(N[C@H]1C2N(CC1CC2)C(=O)C2=CC1=C(C(=C(O1)C1=CC=3C(=NC(=CC3)N3CC(C3)OC)N1CC1CC1)C)C=C2)=O